BrC=1C=C(C=CC1)C(C1=NN=CN1C)NC 1-(3-bromophenyl)-N-methyl-1-(4-methyl-4H-1,2,4-triazol-3-yl)methylamine